ethyl 5-((tert-butoxycarbonyl)amino)-6-methyl-1H-pyrrolo[3,2-b]pyridine-2-carboxylate C(C)(C)(C)OC(=O)NC1=C(C=C2C(=N1)C=C(N2)C(=O)OCC)C